tert-butyl 5-amino-4-[4-fluoro-5-(3-fluoro-4-piperidyl)-1-oxo-isoindolin-2-yl]-5-oxo-pentanoate NC(C(CCC(=O)OC(C)(C)C)N1C(C2=CC=C(C(=C2C1)F)C1C(CNCC1)F)=O)=O